1-(3,5-Difluoropyridin-2-yl)piperazine FC=1C(=NC=C(C1)F)N1CCNCC1